C(C1=CC=CC=C1)OC1CC(C1)(O)C1=C(C=CC=C1F)Br 3-(benzyloxy)-1-(2-bromo-6-fluorophenyl)cyclobutan-1-ol